3-(5-(7H-pyrrolo[2,3-d]pyrimidin-4-yl)pyridin-2-yl)-6-(2-fluoro-4-methylbenzyl)-3,6-diazabicyclo[3.1.1]heptane N1=CN=C(C2=C1NC=C2)C=2C=CC(=NC2)N2CC1N(C(C2)C1)CC1=C(C=C(C=C1)C)F